N-(2-hydroxypyridin-4-yl)-5-methyl-2-(oxan-4-ylmethyl)-4-(trifluoromethyl)pyrazole-3-carboxamide OC1=NC=CC(=C1)NC(=O)C=1N(N=C(C1C(F)(F)F)C)CC1CCOCC1